Bis(4-chlorophenyl)iodonium triflate [O-]S(=O)(=O)C(F)(F)F.ClC1=CC=C(C=C1)[I+]C1=CC=C(C=C1)Cl